3-(methylsulfonyl)-5-(trifluoromethyl)benzamide CS(=O)(=O)C=1C=C(C(=O)N)C=C(C1)C(F)(F)F